C1OCC12[C@@H](CC2)N2N=CC(=C2)C=2C(=C(C=CC2)NC2=CC(=NC=C2C(=O)N)NC(=O)C2CC2)OC (R)-4-((3-(1-(2-oxaspiro[3.3]heptan-5-yl)-1H-pyrazol-4-yl)-2-methoxyphenyl)amino)-6-(cyclopropanecarboxamido)nicotinamide